C(CCCC)N(SC=1SC2=C(N1)C=CC=C2)CCCCC N,N-dipentyl-2-benzothiazolyl-sulphenamide